5-Bromo-2,3-dihydro-1H-indene-1-carboxylic acid methyl ester COC(=O)C1CCC2=CC(=CC=C12)Br